C(CC#C)C1(N=N1)CC[C@@H](C(=O)O)NC(=O)OC(C)(C)C (S)-4-(3-(but-3-yn-1-yl)-3H-diazirin-3-yl)-2-((tert-butoxycarbonyl)amino)butanoic acid